1-pyrrolidin-1-yl-2-[[(10RS)-spiro[4.5]decan-10-yl]amino]ethanone N1(CCCC1)C(CN[C@@H]1CCCCC12CCCC2)=O |r|